C(C=C(C)C)C1=C(C=C(C=2C(C[C@H](OC12)C1=CC=C(O)C=C1)=O)O)O 8-prenylnaringenin